2-cyano-2-(2-(3,5-dichloro-4-((6-chloro-5-(2-fluoropropan-2-yl)pyridazine-3-yl)oxy)phenyl)hydrazino)acetylcarbamate C(#N)C(C(=O)NC([O-])=O)NNC1=CC(=C(C(=C1)Cl)OC=1N=NC(=C(C1)C(C)(C)F)Cl)Cl